1-(6-(4-(2-chloro-5-hydroxyphenyl)-5-methyl-3-(1-methyl-1H-indazol-5-yl)-1H-pyrazol-1-yl)-2-azaspiro[3.3]heptan-2-yl)prop-2-en-1-one ClC1=C(C=C(C=C1)O)C=1C(=NN(C1C)C1CC2(CN(C2)C(C=C)=O)C1)C=1C=C2C=NN(C2=CC1)C